alpha-Aminoadipate NC(C(=O)[O-])CCCC(=O)[O-]